4-(2-bromo-4-fluorophenyl)-1,3-dimethyl-1H-pyrazol-5-amine BrC1=C(C=CC(=C1)F)C=1C(=NN(C1N)C)C